C1(=CC=CC=C1)C1=C(N=C(O1)C1=CC=CC=C1)C(C)C diphenyl-4-isopropyl-oxazole